ClC=1C=NC=CC1CNC(=O)C=1N=NC(=C(C1)C)N1CCC(CC1)OC=1C=NC(=CC1)OC N-[(3-chloropyridin-4-yl)methyl]-6-{4-[(6-methoxypyridin-3-yl)oxy]piperidin-1-yl}-5-methylpyridazine-3-carboxamide